NC1=NC2=CC=C(C=C2C=C1C)C(=O)N(CC1=NC=C(C=C1)C(F)(F)F)CC=1C=NC=C(C1)F 2-amino-N-((5-fluoropyridin-3-yl)methyl)-3-methyl-N-((5-(trifluoromethyl)pyridin-2-yl)methyl)quinoline-6-carboxamide